lauryl-diphenyloxysulfonic acid disodium salt [Na].[Na].C(CCCCCCCCCCC)C1=C(C=CC=C1)OS(=O)(=O)OOC1=CC=CC=C1